2-(4-(tert-Butoxycarbonyl)piperazin-1-yl)-5-chlorooxazolo[4,5-b]pyridine-6-carboxylic acid C(C)(C)(C)OC(=O)N1CCN(CC1)C=1OC=2C(=NC(=C(C2)C(=O)O)Cl)N1